4-(Dodecylamino)phenol C(CCCCCCCCCCC)NC1=CC=C(C=C1)O